[F-].[Hf+3].[F-].[F-] hafnium (III) fluoride